2'-amino-1,1'-biphenyl-2-yl-palladium(II) NC1=C(C=CC=C1)C1=C(C=CC=C1)[Pd+]